(2S)-N-(1-((4,4-difluorocyclohexyl)formyl)-2,3-dihydro-1H-inden-1-yl)-1-(4-fluoropyridin-2-yl)-N-(5-fluoropyridin-3-yl)-5-oxopyrrolidine-2-carboxamide FC1(CCC(CC1)C(=O)C1(CCC2=CC=CC=C12)N(C(=O)[C@H]1N(C(CC1)=O)C1=NC=CC(=C1)F)C=1C=NC=C(C1)F)F